C1=CC(=C2C(=C1)NC3=C(C=CC=C3N2)C(=O)O)C(=O)O The molecule is a member of the class of phenazines that is 5,10-dihydrophenazine substituted at positions 1 and 6 by carboxy groups. It is a member of phenazines and an amino dicarboxylic acid. It is a conjugate acid of a 5,10-dihydrophenazine-1,6-dicarboxylate.